FC=1C=C(OC2=CC=C3CCNCC3=C2)C=CC1C(F)(F)F 7-[3-fluoro-4-(trifluoromethyl)phenoxy]-1,2,3,4-tetrahydroisoquinoline